ethylmethylphenyl-octadecyl-ammonium chloride [Cl-].C(C)[N+](CCCCCCCCCCCCCCCCCC)(C1=CC=CC=C1)C